O=C(CCCC(=O)N)C=1C=NC=CC1 5-oxo-5-(pyridine-3-yl)pentanamide